CN1C(NC=C1)(CO)C 1,2-dimethylimidazolemethanol